1-(1-isopropylazetidin-3-yl)piperazin-2-one C(C)(C)N1CC(C1)N1C(CNCC1)=O